(2R,3aS,5R,7aS)-7a-methyl-2-(4-nitrophenoxy)-5-(prop-1-en-2-yl)hexahydrobenzo[d][1,3,2]oxathiaphosphole 2-sulfide C[C@]12[C@@H](S[P@@](O1)(OC1=CC=C(C=C1)[N+](=O)[O-])=S)C[C@@H](CC2)C(=C)C